adamantanemethanol 1-acrylate C(C=C)(=O)OCC12CC3CC(CC(C1)C3)C2